The molecule is an acyl-CoA(4-) that is the tetraanion of benzoyl-CoA, arising from deprotonation of phosphate and diphosphate functions. It is a conjugate base of a benzoyl-CoA. CC(C)(COP(=O)([O-])OP(=O)([O-])OC[C@@H]1[C@H]([C@H]([C@@H](O1)N2C=NC3=C(N=CN=C32)N)O)OP(=O)([O-])[O-])[C@H](C(=O)NCCC(=O)NCCSC(=O)C4=CC=CC=C4)O